[C@@H]12N(CCN([C@@H]2CC1)C(=O)OC(C)(C)C)C(=O)OCC1=CC=CC=C1 |o1:0,5| rel-2-benzyl 5-(tert-butyl) (1R,6R)-2,5-diazabicyclo[4.2.0]octane-2,5-dicarboxylate